4-amino-3-chloro-5-fluoro-6-(7-fluoro-1H-indol-6-yl)-2-pyridinecarboxylic 2-propyn-1-yl ester C(C#C)OC(=O)C1=NC(=C(C(=C1Cl)N)F)C1=CC=C2C=CNC2=C1F